3-{1-[(Oxan-4-yl)methyl]-5-oxopyrrolidin-2-yl}-3-oxo-2-(1λ4-thiolan-1-ylidene)propane-nitrile O1CCC(CC1)CN1C(CCC1=O)C(C(C#N)=S1CCCC1)=O